N-(5-methyl-3-(propan-2-yl)pyrazolo[1,5-a]pyrimidin-7-yl)piperidin-4-amine CC1=NC=2N(C(=C1)NC1CCNCC1)N=CC2C(C)C